CN1C(=NN=C1)C(=O)C1(CC1)C=1C=C(C=CC1)N1C(C2=CC=CC(=C2C1)C(F)(F)F)=O 2-(3-(1-(4-methyl-4H-1,2,4-triazole-3-carbonyl)cyclopropyl)phenyl)-4-(trifluoromethyl)isoindolin-1-one